5-chloro-4-(cyclopentylmethoxy)-N-((2,3-difluorobenzyl)-sulfonyl)-2-fluorobenzamide ClC=1C(=CC(=C(C(=O)NS(=O)(=O)CC2=C(C(=CC=C2)F)F)C1)F)OCC1CCCC1